CON=C(C)NC(C1=CC=C(C=C1)C1=NOC(=N1)C(F)(F)F)=O N-[N-methoxy-C-methyl-carbonimidoyl]-4-[5-(trifluoromethyl)-1,2,4-oxadiazol-3-yl]benzamide